(E)-4-bromo-N'-(butan-2-ylidene)benzohydrazide BrC1=CC=C(C(=O)N/N=C(\C)/CC)C=C1